4-[6-[4-(4-methylpiperazin-1-yl)phenyl]imidazo[1,2-a]pyrazin-3-yl]phenol CN1CCN(CC1)C1=CC=C(C=C1)C=1N=CC=2N(C1)C(=CN2)C2=CC=C(C=C2)O